OC=1NC2=CC=CC=C2C1N=NC(=O)N (2-hydroxy-1H-indol-3-yl)iminourea